4-acryloyl-6,6-dimethylmorpholin C(C=C)(=O)N1CCOC(C1)(C)C